(2-(methoxy(methyl)amino)-2-oxoethyl)carbamic acid tert-butyl ester C(C)(C)(C)OC(NCC(=O)N(C)OC)=O